N-(3-methoxypropyl)-5-{2-[(3-methoxypropyl)carbamoyl]-1,3-dioxo-2,3-dihydro-1H-indene-5-carbonyl}-1,3-dioxo-2,3-dihydro-1H-indene-2-carboxamide COCCCNC(=O)C1C(C2=CC=C(C=C2C1=O)C(=O)C=1C=C2C(C(C(C2=CC1)=O)C(NCCCOC)=O)=O)=O